FC1(CC(C1)[C@H](O)C1=CC=2C(=NC(=CC2)C=2C=C3N=CC=NC3=CC2)S1)F (S)-(3,3-difluorocyclobutyl)(6-(6-quinoxalinyl)thieno[2,3-b]pyridin-2-yl)methanol